CC1(OCC(C1)C(=O)O)C 2,2-dimethyloxolane-4-carboxylic acid